2-(3,5-dibromopyrazol-1-yl)acetonitrile BrC1=NN(C(=C1)Br)CC#N